FC1=CC=CC(=N1)CC1=CC(=NC=C1)C(=O)N[C@@H]1C(N(C2=C(OC1)C=CC(=C2)C#CC2COC2)C)=O (S)-4-((6-fluoropyridin-2-yl)methyl)-N-(5-methyl-7-(oxetan-3-ylethynyl)-4-oxo-2,3,4,5-tetrahydrobenzo[b][1,4]oxazepin-3-yl)picolinamide